5-bromo-1,2'-binaphthyl BrC1=C2C=CC=C(C2=CC=C1)C1=CC2=CC=CC=C2C=C1